ClC1=C(C=CC(=C1)F)C(=O)N1C[C@@H]2CC[C@H](C1)N2C2=CC(=CC=1N=CN(C12)C)S(=O)(=O)N1CCC(CC1)C1=CC=CC=C1 (2-chloro-4-fluoro-phenyl)-[(1S,5R)-8-[3-methyl-6-[(4-phenyl-1-piperidyl)sulfonyl]benzimidazol-4-yl]-3,8-diazabicyclo[3.2.1]octan-3-yl]methanone